BrC1=C(C(=C(C(=O)OC)C=C1)CC)F methyl 4-bromo-2-ethyl-3-fluorobenzoate